CC=1N2C=3SC=4CC(CC4C3C(=NCC2=NN1)C1=C(C=CC=C1)CO)C(=O)N1CCOCC1 {2-[3-methyl-13-(morpholine-4-carbonyl)-16-thia-2,4,5,8-tetraazatetracyclo-[8.6.0.02,6.011,15]hexadeca-1(10),3,5,8,11(15)-pentaen-9-yl]phenyl}methanol